C(C)(=O)C1=CC(=C2CN(C(C2=C1)=O)C1=CC(=CC=C1)C1(COC1)[C@@H](C1=NN=CN1C)F)C(F)(F)F 6-acetyl-2-(3-{3-[(S)-fluoro(4-methyl-1,2,4-triazol-3-yl)-methyl]oxetan-3-yl}phenyl)-4-(trifluoromethyl)-3H-isoindol-1-one